(R)-2-[4-Amino-5-(2-isopropyl-5-methanesulfonyl-4-methoxy-phenoxy)-pyrimidin-2-ylamino]-butan-1-ol NC1=NC(=NC=C1OC1=C(C=C(C(=C1)S(=O)(=O)C)OC)C(C)C)N[C@@H](CO)CC